3-chloro-5-fluoro-4-(6-((6-(4-(hydroxymethyl)piperidin-1-yl)pyrimidin-4-yl)amino)-1H-pyrazolo[4,3-c]pyridin-1-yl)benzonitrile ClC=1C=C(C#N)C=C(C1N1N=CC=2C=NC(=CC21)NC2=NC=NC(=C2)N2CCC(CC2)CO)F